r-methylstyrol CC=CC1=CC=CC=C1